N[C@@H](CCC(=O)CC[NH-])C(=O)O γ-glutamylethylamide